FC1=C(C(=O)N2CCN(CC2)C2=NC=C(C#N)C=C2)C=C(C=C1)\C=C\1/OC(C2=CC=C(C=C12)\C=C\C(F)(F)F)=O 6-(4-(2-Fluoro-5-(((Z)-3-oxo-6-((E)-3,3,3-trifluoroprop-1-en-1-yl)isobenzofuran-1(3H)-ylidene)methyl)benzoyl)piperazin-1-yl)nicotinonitrile